NC1=NC=C(C2=C1C(=C(N2C)C2=C(C=C(C=C2)NC(=O)C(=C)F)C)C=2C=C(C(=NC2)C(=O)NCC2(CC2)F)Cl)Br 5-(4-amino-7-bromo-2-{4-[(2-fluoroacrylamino)]-2-methylphenyl}-1-methylpyrrolo[3,2-c]pyridin-3-yl)-3-chloro-N-[(fluorocyclopropyl)methyl]pyridine-2-carboxamide